dimethoxyaniline CON(C1=CC=CC=C1)OC